5-((2,4-dioxo-3-phenethyl-3,4-dihydroquinazolin-1(2H)-yl)methyl)-N-hydroxythiophene-2-carboxamide O=C1N(C2=CC=CC=C2C(N1CCC1=CC=CC=C1)=O)CC1=CC=C(S1)C(=O)NO